tert-butyl 4-[4-[[8-bromo-6-(2,6-dimethylphenyl)-5-oxo-pyrido[4,3-d]pyrimidin-2-yl]amino]pyrazol-1-yl]piperidine-1-carboxylate BrC1=CN(C(C2=C1N=C(N=C2)NC=2C=NN(C2)C2CCN(CC2)C(=O)OC(C)(C)C)=O)C2=C(C=CC=C2C)C